tert-butyl (R)-(1-(4-bromo-2,3-difluorophenyl)-2-oxopyrrolidin-3-yl)carbamate BrC1=C(C(=C(C=C1)N1C([C@@H](CC1)NC(OC(C)(C)C)=O)=O)F)F